3-methyl-2-cyclopenten-1-one CC1=CC(CC1)=O